C1(=CC=CC=C1)N1N=CC(=C1)C=1C=CC=2N(N1)C(=CN2)C2=CC=CC(=N2)NC2CNCC2 6-(6-(1-phenyl-1H-pyrazol-4-yl)imidazo[1,2-b]pyridazin-3-yl)-N-(pyrrolidin-3-yl)pyridin-2-amine